COP(=O)(OC)C(C)(O)P(OC1=C(C(=CC(=C1)CCCCC)O)C1=C(C=CC(=C1)C)C(=C)C)(OC)=O 6-hydroxy-5'-methyl-4-pentyl-2'-(prop-1-en-2-yl)-[1,1'-biphenyl]-2-yl methyl (1-(dimethoxyphosphoryl)-1-hydroxyethyl)phosphonate